FC=1C=C(CO)C=C(C1)F 3,5-Difluorobenzyl alcohol